4-(4-((2-(2,6-dioxopiperidin-3-yl)benzyl)(methyl)amino)piperidin-1-yl)-N-(4-methyl-3-((4-(pyridin-3-yl)pyrimidin-2-yl)amino)phenyl)benzamide O=C1NC(CCC1C1=C(CN(C2CCN(CC2)C2=CC=C(C(=O)NC3=CC(=C(C=C3)C)NC3=NC=CC(=N3)C=3C=NC=CC3)C=C2)C)C=CC=C1)=O